1-(imidazo[1,2-a]pyridin-3-ylmethyl)-N-(5-(1,1,1-trifluoro-2-methylpropan-2-yl)isoxazol-3-yl)indoline-6-carboxamide N=1C=C(N2C1C=CC=C2)CN2CCC1=CC=C(C=C21)C(=O)NC2=NOC(=C2)C(C(F)(F)F)(C)C